N-(5-(6-(6-(tert-butyl)pyridin-3-yl)-1-oxo-3,4-dihydroisoquinolin-2(1H)-yl)-2-((2-methoxyethoxy)methoxy)phenyl)methanesulfonamide C(C)(C)(C)C1=CC=C(C=N1)C=1C=C2CCN(C(C2=CC1)=O)C=1C=CC(=C(C1)NS(=O)(=O)C)OCOCCOC